tert-Butyl 2-hydroxy-1-oxa-8-azaspiro[4.5]decane-8-carboxylate OC1OC2(CC1)CCN(CC2)C(=O)OC(C)(C)C